5-CHLORO-1-(PENTAN-3-YL)-3-PHENYL-1H-PYRAZOLE-4-CARBALDEHYDE ClC1=C(C(=NN1C(CC)CC)C1=CC=CC=C1)C=O